2-(5-((S or R)-1-(((R)-((R)-2,3-dihydro-1H-pyrido[2,3-b][1,4]oxazin-3-yl)(phenyl)methyl)amino)propan-2-yl)-2,4-difluorophenyl)acetic acid N1C2=C(O[C@H](C1)[C@@H](C1=CC=CC=C1)NC[C@@H](C)C=1C(=CC(=C(C1)CC(=O)O)F)F)N=CC=C2 |o1:15|